5-(5-chloro-2-((1R,6R)-6-(dimethylamino)cyclohex-3-en-1-yl)-7-((thiophen-2-ylmethyl)amino)thieno[3,2-b]pyridin-3-yl)pent-4-yn-1-ol formate C(=O)OCCCC#CC1=C(SC=2C1=NC(=CC2NCC=2SC=CC2)Cl)[C@@H]2CC=CC[C@H]2N(C)C